tert-butyl (R)-2-(4-(piperazin-1-yl)phenyl)morpholine-4-carboxylate N1(CCNCC1)C1=CC=C(C=C1)[C@@H]1CN(CCO1)C(=O)OC(C)(C)C